3-methylbicyclo[1.1.1]pentan CC12CC(C1)C2